(+-)-(1S,2R,4S)-N-((S)-(2,3-dichloro-6-fluorophenyl)(1-methylcyclopentyl)methyl)-2-(hydroxymethyl)-4-((4-methoxyphenylmethyl)amino)cyclopentane-1-carboxamide Ruthenium-platinum [Pt].[Ru].ClC1=C(C(=CC=C1Cl)F)[C@@H](NC(=O)[C@@H]1[C@@H](C[C@@H](C1)NCC1=CC=C(C=C1)OC)CO)C1(CCCC1)C |r|